N-(3-Methoxyphenyl)-6-morpholin-4-yl-N1-phenyl-[1,3,5]triazine-2,4-diamine hydrochloride Cl.COC=1C=C(C=CC1)NC1N(C(=NC(=N1)N)N1CCOCC1)C1=CC=CC=C1